(2S)-N-[(1S)-1-cyano-2-[(3S)-2-oxopyrrolidin-3-yl]ethyl]-1-[(2S)-3,3-dimethyl-2-[(2,2,2-trifluoroacetyl)amino]butanoyl]-3,3-dimethyl-azetidine-2-carboxamide C(#N)[C@H](C[C@H]1C(NCC1)=O)NC(=O)[C@H]1N(CC1(C)C)C([C@H](C(C)(C)C)NC(C(F)(F)F)=O)=O